ClC1=CC=C(CNC(=O)NC2=CC=C(C=C2)CN2[C@@H](CCC2=O)C)C=C1 (R)-1-(4-chlorobenzyl)-3-(4-((2-methyl-5-oxopyrrolidin-1-yl)methyl)phenyl)urea